racemic-(1R,2R)-2-(3-(cyanomethyl)phenyl)cyclopropane-1-carboxylic acid C(#N)CC=1C=C(C=CC1)[C@H]1[C@@H](C1)C(=O)O |r|